[6-[3-(3,3-difluorocyclobutyl)-1H-1,2,4-triazol-5-yl]-2-azaspiro[3.3]heptan-2-yl]-[6-[[1-methyl-5-(trifluoromethyl)pyrazol-4-yl]methyl]-2-azaspiro[3.3]heptan-2-yl]methanone FC1(CC(C1)C1=NNC(=N1)C1CC2(CN(C2)C(=O)N2CC3(C2)CC(C3)CC=3C=NN(C3C(F)(F)F)C)C1)F